tert-butyl 4-(3-(2-allyl-6-(methylthio)-3-oxo-2,3-dihydro-1H-pyrazolo[3,4-d]pyrimidin-1-yl)phenoxy)piperidine-1-carboxylate C(C=C)N1N(C2=NC(=NC=C2C1=O)SC)C=1C=C(OC2CCN(CC2)C(=O)OC(C)(C)C)C=CC1